2-(2-methoxy-5-(methylsulfonyl)phenyl)-4,4,5,5-tetramethyl-1,3,2-dioxaborolane COC1=C(C=C(C=C1)S(=O)(=O)C)B1OC(C(O1)(C)C)(C)C